C(C=C)(=O)O.C(C=C)(=O)O.C(C=C)(=O)O.C(C)N(CC)C(CC(CO)(CO)CO)(N(CC)CC)N(CC)CC tris(diethylamino)trimethylolpropane triacrylate